(R)-3-(6-chloropyridin-3-yl)-5-(1-(3,5-dichloropyridin-4-yl)ethoxy)-6-methoxy-1H-indazole ClC1=CC=C(C=N1)C1=NNC2=CC(=C(C=C12)O[C@H](C)C1=C(C=NC=C1Cl)Cl)OC